COC1=C(C#N)C(=CC(=N1)C=1SC=CC1)C1=CC=C(C=C1)C 2-Methoxy-6-thiophen-2-yl-4-p-tolyl-nicotinonitrile